trichloroiridium hydrate O.Cl[Ir](Cl)Cl